C(CC)[Sb](CCC)CCC tripropylstibane